p-toluenesulfonyl-beta-D-glucose CC1=CC=C(C=C1)S(=O)(=O)[C@]1(O)[C@H](O)[C@@H](O)[C@H](O)[C@H](O1)CO